N-(4-(2-((3S,8aS)-7-(3-chloro-2-fluoro-6-(1H-tetrazol-1-yl)phenyl)-5-oxo-1,2,3,5,8,8a-hexahydroindolizin-3-yl)-1H-imidazol-5-yl)-3-methoxypyridin-2-yl)acetamide ClC=1C(=C(C(=CC1)N1N=NN=C1)C1=CC(N2[C@@H](CC[C@H]2C1)C=1NC(=CN1)C1=C(C(=NC=C1)NC(C)=O)OC)=O)F